Cl.Cl.BrC=1C(=CC2=C(N(C=N2)CCC[C@H]2NCCC[C@@H]2O)C1)F (2R,3S)-2-(3-(6-bromo-5-fluoro-1H-benzo[d]imidazol-1-yl)propyl)piperidin-3-ol dihydrochloride